5-(2-((2,2-difluoropropyl)amino)-7H-pyrrolo[2,3-d]pyrimidin-5-yl)-N-(1-methylpiperidin-4-yl)pyrazolo[1,5-a]pyridine-3-carboxamide FC(CNC=1N=CC2=C(N1)NC=C2C2=CC=1N(C=C2)N=CC1C(=O)NC1CCN(CC1)C)(C)F